CC1=NC(=NO1)C1=CC=C2C=CN=C(C2=C1)NCCN1CC2=C(CC1)C=C(S2)C(=O)OC(C)(C)C tert-butyl 6-[2-[[7-(5-methyl-1,2,4-oxadiazol-3-yl)-1-isoquinolyl]amino]ethyl]-5,7-dihydro-4H-thieno[2,3-c]pyridine-2-carboxylate